1-(4-bromo-5-methylpyridin-2-yl)ethan-1-one BrC1=CC(=NC=C1C)C(C)=O